C(#N)C1=C(N=C2N(C1=O)C=C(C=C2[C@@H](C)NC2=C(C(=O)O)C=CC=C2)C)N2CC1(C2)CCN(CC1)C1=CC=C(C=C1)C#N (R)-2-((1-(3-cyano-2-(7-(4-cyanophenyl)-2,7-diazaspiro[3.5]nonan-2-yl)-7-methyl-4-oxo-4H-pyrido[1,2-a]pyrimidin-9-yl)ethyl)amino)benzoic acid